[4-(phenylmethoxy)-2-fluorophenyl]-2-[3-(trifluoromethyl)phenyl]pyrimidine-4,5-diamine C1(=CC=CC=C1)COC1=CC(=C(C=C1)C1=C(C(=NC(=N1)C1=CC(=CC=C1)C(F)(F)F)N)N)F